2-Chloro-3-fluoropyridin-4-amine trifluoroacetate FC(C(=O)O)(F)F.ClC1=NC=CC(=C1F)N